N-(2-methoxyethyl)-1-methyl-2-((6-(trifluoro-methyl)benzo[d]oxazol-2-yl)amino)-1H-benzo-[d]imidazole-5-carboxamide COCCNC(=O)C1=CC2=C(N(C(=N2)NC=2OC3=C(N2)C=CC(=C3)C(F)(F)F)C)C=C1